OCCONC(=O)C1=CC2=C(N=CN2C)C(=C1NC1=C(C=C(C=C1)Br)F)F 6-(4-bromo-2-fluorophenylamino)-7-fluoro-3-methyl-3H-benzoimidazole-5-carboxylic acid (2-hydroxyethyloxy)-amide